COC1=NN2C(S1)=NC(=C2)C=2OC=1C(C2)=C(C=CC1)O 2-(2-methoxyimidazo[2,1-B][1,3,4]thiadiazol-6-yl)benzofuran-4-ol